7-ethyl-4-(4-fluoro-3-(6-methoxy-1-(tetrahydro-2H-pyran-4-yl)-1H-indazol-5-yl)phenyl)-7H-imidazo[4,5-c]Pyridazine C(C)N1C=NC2=C1N=NC=C2C2=CC(=C(C=C2)F)C=2C=C1C=NN(C1=CC2OC)C2CCOCC2